CNC=1C2=C(N=CN1)C=CO2 N-methylfuro[3,2-d]pyrimidin-4-amine